N[C@@H](C)C=1N=C2N(C=C(C=C2N2C(N(C(C2)=O)C)=O)C(F)F)C1 |o1:1| (S*)-1-(2-(1-aminoethyl)-6-(difluoromethyl)imidazo[1,2-a]pyridin-8-yl)-3-methylimidazolidine-2,4-dione